C(CCCC)OC=1C(C(=O)O)=CC=CC1.C(C=1C(O)=CC=CC1)(=O)OCCCCC amyl salicylate (AMYL SALICYLATE)